CN(C)[SiH2]N1[Si](N[Si](N[Si]1(C)C)(C)C)(C)C 1-(dimethylaminosilyl)-2,2,4,4,6,6-hexamethylcyclotrisilazane